FC[C@H](CN(CC[C@@H](C(=O)O)NC1=NC=NC2=CC=CC=C12)CCCCC1=NC=2NCCCC2C=C1)O (S)-4-(((S)-3-fluoro-2-hydroxypropyl)(4-(5,6,7,8-tetrahydro-1,8-naphthyridin-2-yl)butyl)amino)-2-(quinazolin-4-ylamino)butanoic acid